CS(=O)(=O)O.CN(S(=O)(=O)N1C(=NC=2C1=NC(=CC2)C=2NC(=NC2C2=CC=CC=C2)C2=C(C=CC=C2Cl)F)N)C 2-Amino-5-[(2-fluoro-6-chlorophenyl)-5-phenyl-3H-imidazol-4-yl]imidazo[4,5-b]pyridine-3-sulfonic acid dimethyl-amide methanesulfonate